N-(4-methoxybenzyl)-2-fluoroethylamine COC1=CC=C(CNCCF)C=C1